5-(((5-Methyl-2-(pyridin-2-yl)thieno[2,3-d]pyrimidin-4-yl)amino)methyl)thiophene-2-sulfonamide CC1=CSC=2N=C(N=C(C21)NCC2=CC=C(S2)S(=O)(=O)N)C2=NC=CC=C2